sec-butylhistidine C(C)(CC)N[C@@H](CC1=CNC=N1)C(=O)O